methylnaphthalenesulfonate Sodium [Na].COS(=O)(=O)C1=CC=CC2=CC=CC=C12